C(C)(C)(C)[Si](OC(CCO)CN1CCOCC1)(C)C 3-[tert-butyl-(dimethyl)silyl]oxy-4-morpholino-butan-1-ol